BrC1=CC(=C(C=C1C)B(O)O)C 4-bromo-2,5-dimethylbenzeneboronic acid